5-[(4-amino-3,5-difluoro-phenyl)sulfonyl-[(4-methoxyphenyl)methyl]amino]thiazole-4-carboxylic acid tert-butyl ester C(C)(C)(C)OC(=O)C=1N=CSC1N(CC1=CC=C(C=C1)OC)S(=O)(=O)C1=CC(=C(C(=C1)F)N)F